O(C1=CC=CC=C1)C1=CC=C(C=C1)C1=NN(C2=NC=NC=C21)C[C@H]2N(CCC2)C(C=C)=O (S)-1-(2-((3-(4-phenoxyphenyl)-1H-pyrazolo[3,4-d]pyrimidin-1-yl)methyl)pyrrolidin-1-yl)prop-2-en-1-one